(3S)-oxolane-3-ol O1C[C@H](CC1)O